ClC1=C(C(=O)[O-])C=CC(=C1)F 2-chloro-4-fluorobenzoat